C(C)(C)(C)OC(=O)N[C@H](C(=O)O)CNC(=O)OC(C)(C)C (2S)-2,3-bis(tert-butoxycarbonyl-amino)propanoic acid